CC1=C(C(C(=O)NCCCCCCCC(=O)O)=CC=C1)O 8-(N-3-methylsalicyloyl)aminocaprylic acid